(oxetane-3-yl)methylethyl-di-n-propyl-oxysilane O1CC(C1)C[Si](OCCC)(OCCC)CC